[C@H]12CC(C[C@H](CC1)N2)OC2=CC=C(N=N2)C2=C(C=C(C=C2)N2N=NC=C2)O 2-(6-(((1R,3S,5S)-8-azabicyclo[3.2.1]octan-3-yl)oxy)pyridazin-3-yl)-5-(1H-1,2,3-triazol-1-yl)phenol